CN1C(C2(C3=C1C=NC=1C=CC(=CC31)C=3C=C(C(=NC3)N3CC1N(C(C3)C1)C(=O)OC(C)(C)C)NS(=O)(=O)C)CCC2)=O tert-Butyl 3-(5-(3'-methyl-2'-oxo-2',3'-dihydrospiro[cyclobutane-1,1'-pyrrolo[2,3-c]quinolin]-8'-yl)-3-(methylsulfonamido)pyridin-2-yl)-3,6-diazabicyclo[3.1.1]heptane-6-carboxylate